2-[4-(4-fluorophenyl)-2-(trifluoromethyl)-1H-imidazol-1-yl]Acetyl-piperazine methyl-5-amino-2,4-dimethyl-indazole-6-carboxylate COC(=O)C=1C(=C(C2=CN(N=C2C1)C)C)N.FC1=CC=C(C=C1)C=1N=C(N(C1)CC(=O)N1CCNCC1)C(F)(F)F